C(CCCCCCCCC\C=C/CC=CCCCCC)(=O)[O-] cis-11,14-Eicosadienoate